N[C@@H](CO)C1CCC(CC1)(O)C (R)-4-(1-amino-2-hydroxyethyl)-1-methylcyclohexanol